4-bromo-2-(2-methoxyethoxy)-5-methylaniline BrC1=CC(=C(N)C=C1C)OCCOC